C1(CCC2=CC=CC=C12)C(=O)N1CCN(CC1)CC1=CN=C2C=C(C(NC2=C1)=O)CC 7-{[4-(2,3-dihydro-1H-indene-1-carbonyl)piperazin-1-yl]methyl}-3-ethyl-1,2-dihydro-1,5-naphthyridin-2-one